[2,6-Bis(1-(2,6-dimethylphenylimino)octyl)pyridine] iron [Fe].CC1=C(C(=CC=C1)C)N=C(CCCCCCC)C1=NC(=CC=C1)C(CCCCCCC)=NC1=C(C=CC=C1C)C